C(C)(C)(C)C1=CC=C(C=C1)CN1C(CCC1CC(N1CCN(CC1)C1=NC=CC=C1)=O)=O 1-[(4-tert-butylphenyl)methyl]-5-[2-oxo-2-(4-pyridin-2-ylpiperazin-1-yl)ethyl]pyrrolidin-2-on